N-(4-{1-[(2,5-difluorophenyl)carbonyl]piperidin-4-yl}butyl)-1H-pyrrolo[3,2-c]pyridine-2-carboxamide FC1=C(C=C(C=C1)F)C(=O)N1CCC(CC1)CCCCNC(=O)C1=CC=2C=NC=CC2N1